[K].FC(=C(F)F)B trifluoro(vinyl)borane, potassium salt